BrC1=NN(C(=C1)C(=O)NC1(CCC1)C(NC1=CC=CC=C1)=O)C1=NC=CC=C1Cl 3-bromo-1-(3-chloropyridin-2-yl)-N-(1-(phenylcarbamoyl)cyclobutyl)-1H-pyrazole-5-carboxamide